C1(=CC=CC=C1)C1=C(N=C2N1COC1=C2N=CC=C1)C1=CC=C(CN2CCC(CC2)NC2=NC(=NC=C2)C#N)C=C1 4-((1-(4-(3-Phenyl-5H-imidazo[1,2-c]pyrido[2,3-e][1,3]oxazin-2-yl)benzyl)piperidin-4-yl)amino)pyrimidine-2-carbonitrile